METHYL-ETHYLENEDIAMINETETRAACETIC ACID CC(C(=O)O)N(CCN(CC(=O)O)CC(=O)O)CC(=O)O